C(C)(C)(C)[Si](C)(C)OCC1CC2=CC(=CC(=C2C1)F)OCCS(=O)(=O)C tert-butyl-[[4-fluoro-6-(2-methylsulfonylethoxy)indan-2-yl]methoxy]-dimethyl-silane